(1R,4R)-4-(2-aminoethyl)cyclohexylamine NCCC1CCC(CC1)N